C(C)(=O)C=1C=NN(C1)C=1CN2C(N(C(C1)C2)OS(=O)(=O)[O-])=O [3-(4-acetylpyrazol-1-yl)-7-oxo-1,6-diazabicyclo[3.2.1]oct-3-en-6-yl]-sulfat